methyl 7-(((3S,5R)-3,5-dimethylpiperidin-1-yl) methyl)-1H-pyrrolo[3,2-b]pyridine-5-carboxylate C[C@@H]1CN(C[C@@H](C1)C)CC1=C2C(=NC(=C1)C(=O)OC)C=CN2